6-[(1S)-1-[(2S)-4,4-difluoro-1-methylpyrrolidin-2-yl] ethoxy]-2-[N'-{[2-(2,6-difluorophenyl)-2-methylpropanoyl]oxy}carbamimidoyl [pyrimidin-4-yl]-oxy]piperidine-1-carboxylate FC1(C[C@H](N(C1)C)[C@H](C)OC1CCCC(N1C(=O)[O-])OC1=NC(=NC=C1)C(N)=NOC(C(C)(C)C1=C(C=CC=C1F)F)=O)F